Cl.NC1CNCC=2C=CC(=NC12)C(=O)O 8-amino-5,6,7,8-tetrahydro-1,6-naphthyridine-2-carboxylate hydrochloride